(E)-3-hydroxy-N-(o-tolyl)acrylamide O/C=C/C(=O)NC1=C(C=CC=C1)C